C(N)(=O)C1=NC=CC(=C1)NC(=O)C1=C(C(=NC=C1OC1=C(C=C(C=C1)OC(F)(F)F)OC)C(F)(F)F)F N-(2-carbamoyl-4-pyridyl)-3-fluoro-5-[2-methoxy-4-(trifluoromethoxy)phenoxy]-2-(trifluoromethyl)pyridine-4-carboxamide